CNCC1=CC=CC2=CC=CC=C12 N-methyl-1-(1-naphthyl)methanamine